C(C)(C)(C)OC(=O)N(C1=CC(=NC=2N1N=CC2CC)NC[C@@H]2[C@H](CN(CC2)C(=O)OC(C)(C)C)O)CC2=C(C=C(C=C2)C2=CC=CC=C2)F tert-butyl (3R,4R)-4-(((7-((tert-butoxycarbonyl)((3-fluoro-[1,1'-biphenyl]-4-yl)methyl)amino)-3-ethylpyrazolo[1,5-a]pyrimidin-5-yl)amino)methyl)-3-hydroxypiperidine-1-carboxylate